2-{[rel-(2R,3R)-3-(2-chlorophenyl)-2-(2,4-difluoro-phenyl)oxiran-2-yl]methyl}-2,4-dihydro-3H-1,2,4-triazole-3-thione ClC1=C(C=CC=C1)[C@@H]1[C@@](O1)(C1=C(C=C(C=C1)F)F)CN1N=CNC1=S |o1:7,8|